N1(CCC(CC1)OCC1=CC2=C(N(C(N2C)=O)C2C(NC(CC2)=O)=O)C=C1)C1CCNCC1 3-[5-([[1,4-bipiperidin]-4-yloxy]methyl)-3-methyl-2-oxo-1,3-benzodiazol-1-yl]piperidine-2,6-dione